NC1=CC=C(C=N1)/C=C/C(=O)NCC=1OC2=C(C1)C=C(C=C2C(F)(F)F)C2=CC(=CC=C2)C(=O)N2CCOCC2 (E)-3-(6-aminopyridin-3-yl)-N-((5-(3-(morpholine-4-carbonyl)phenyl)-7-(trifluoromethyl)benzofuran-2-yl)methyl)acrylamide